CC1(NCCC1)C(F)(F)F 2-methyl-2-(trifluoromethyl)pyrrolidine